C(CC1=CC=CC=C1)N1C(CCC1)=O 1-Phenethylpyrrolidin-2-one